2,2,2-trifluoro-1-(2-(2-(((3R,4S)-3-methyl-1-((1-methyl-1H-pyrazol-4-yl)sulfonyl)piperidin-4-yl)amino)-5-(trifluoromethyl)pyrimidin-4-yl)thiazol-5-yl)ethan-1-ol FC(C(O)C1=CN=C(S1)C1=NC(=NC=C1C(F)(F)F)N[C@@H]1[C@@H](CN(CC1)S(=O)(=O)C=1C=NN(C1)C)C)(F)F